N=1C=C(N2C1C=CC=C2)C2=NC=C(C1=C2CNC1=O)NC1=NC=C(C=C1)N1CCOCC1 4-imidazo[1,2-a]pyridin-3-yl-7-[(5-morpholino-2-pyridyl)amino]-2,3-dihydropyrrolo[3,4-c]pyridin-1-one